NCCC[Si](OC)(OC)OC γ-aminopropyltri-methoxysilane